C1=CSC=2C1=C1C=CNC1=CC2 thieno[4,5-e]indole